C(C)[C@]1(C(OCC=2C(N3CC=4C(=NC=5C=C(C=C6C5C4[C@H](CC6)NC(CO)=O)OC)C3=CC21)=O)=O)O N-((1S,9S)-9-ethyl-9-hydroxy-5-methoxy-10,13-dioxo-2,3,9,10,13,15-hexahydro-1H,12H-benzo[de]pyrano[3',4':6,7]indolizino[1,2-b]quinolin-1-yl)-2-hydroxyacetamide